FC1=CC=C(C=C1)C#CC1SCCCS1 2-((4-fluorophenyl)ethynyl)-1,3-dithiane